(S)-N-(1-(4-((6-Amino-2-azaspiro[3.3]heptan-2-yl)methyl)phenyl)-2-oxo-1,2-dihydropyrimidin-4-yl)-4-(2-amino-3-hydroxy-2-methylpropanoyl)piperazine-1-carboxamide Hydrochloride Salt Cl.NC1CC2(CN(C2)CC2=CC=C(C=C2)N2C(N=C(C=C2)NC(=O)N2CCN(CC2)C([C@@](CO)(C)N)=O)=O)C1